C(CCC)C1(CCCCC1)CC(CCCC)CC butyl(2-ethylhexyl)cyclohexane